5-(1-(4-(dimethylamino)piperidin-1-yl)ethyl)-6-methyl-2-(1-methyl-1H-imidazol-5-yl)indolizine-7-carboxylic acid isopropyl ester C(C)(C)OC(=O)C=1C(=C(N2C=C(C=C2C1)C1=CN=CN1C)C(C)N1CCC(CC1)N(C)C)C